4-(4-hydroxyphenyl)-1-piperidinol OC1=CC=C(C=C1)C1CCN(CC1)O